methyl 6-chloro-1-(3-(difluoromethoxy)phenyl)-3-isopropyl-2-oxo-2,3-dihydro-1H-benzo[d]imidazole-5-carboxylate ClC=1C(=CC2=C(N(C(N2C(C)C)=O)C2=CC(=CC=C2)OC(F)F)C1)C(=O)OC